8-chloro-1-(3,3-difluorotetrahydro-2H-pyran-4-yl)-2-{[4-(methoxymethyl)-1H-1,2,3-triazol-1-yl]methyl}-1H-imidazo[4,5-c]quinoline ClC1=CC=2C3=C(C=NC2C=C1)N=C(N3C3C(COCC3)(F)F)CN3N=NC(=C3)COC